C(C=C)(=O)NC=1C(NC(NC1)=O)=O (1-E-acrylamido)uracil